4-(3-chlorophenylamino)-5,6-dimethyl-7H-pyrrolo[2,3-d]pyrimidine methanesulfonate CS(=O)(=O)O.ClC=1C=C(C=CC1)NC=1C2=C(N=CN1)NC(=C2C)C